Ethyl 5-mercapto-6-methoxy-1-benzothiophene-2-carboxylate SC=1C(=CC2=C(C=C(S2)C(=O)OCC)C1)OC